O1NC(C(C=C1)=O)=O oxazinequinone